N-(2,5-bis(piperidin-1-yl)oxazolo[4,5-b]pyridin-6-yl)-6-(1H-pyrazol-4-yl)pyridinecarboxamide hydrochloride Cl.N1(CCCCC1)C=1OC=2C(=NC(=C(C2)NC(=O)C2=NC(=CC=C2)C=2C=NNC2)N2CCCCC2)N1